FC(C1=CC=C(C=C1)N)(F)F (4-(trifluoromethyl)phenyl)amine